N1=C2C(=CC=C1)C(CC=CC2=O)=O cyclohepta[b]pyridine-5,9-dione